FC(C1=NC=CC(=C1)C1=NOC(=C1)C(C)N)(F)F 1-[3-[2-(trifluoromethyl)-4-pyridinyl]isoxazol-5-yl]ethanamine